4-Chloro-6-[(1S)-1-[(2S)-1-methylpyrrolidin-2-yl]ethoxy]-2-[2-(trimethylsilyl)ethynyl]pyrimidine ClC1=NC(=NC(=C1)O[C@@H](C)[C@H]1N(CCC1)C)C#C[Si](C)(C)C